4-((2-(4-(3-aminopropyl)piperazin-1-yl)pyrimidin-5-yl)oxy)piperidine-2,6-dione NCCCN1CCN(CC1)C1=NC=C(C=N1)OC1CC(NC(C1)=O)=O